2-((2S)-4-(7-(8-ethynyl-7-fluoronaphth-1-yl)-6,8-difluoro-2-((tetrahydro-1H-pyrrolizin-7a(5H)-yl)methoxy)quinazolin-4-yl)-1-(2-fluoroacryloyl)piperazin-2-yl)acetonitrile C(#C)C=1C(=CC=C2C=CC=C(C12)C1=C(C=C2C(=NC(=NC2=C1F)OCC12CCCN2CCC1)N1C[C@@H](N(CC1)C(C(=C)F)=O)CC#N)F)F